ClC=1C=C(C(=O)NC2=C(C=C(C(=O)OC)C=C2)O)C=C(C1)Cl methyl 4-(3,5-dichlorobenzoylamino)-3-hydroxybenzoate